Triethoxysilan C(C)O[SiH](OCC)OCC